((1H-pyrazol-5-yl)methyl)-2-amino-9-((2R,3R,5S)-3-hydroxy-5-(hydroxymethyl)tetrahydrofuran-2-yl)-7,9-dihydro-1H-purine-6,8-dione N1N=CC=C1CN1C(=NC=2N(C(NC2C1=O)=O)[C@@H]1O[C@@H](C[C@H]1O)CO)N